BrC1=CC=C(C=C1)C=1N=C2N(C=CC=C2)C1CN1C2CN(CC1CC2)C(=O)OC(C)(C)C tert-Butyl 8-{[2-(4-bromophenyl)imidazo[1,2-a]pyridin-3-yl]methyl}-3,8-diazabicyclo[3.2.1]octane-3-carboxylate